CC1=NOC(=C1C=1C=C(OC2=C(C=C(C=C2C)NC(CCN2C=NC=C2)=O)C)C=C(C1)NS(=O)(=O)C(C)C)C N-(4-(3-(3,5-dimethylisoxazol-4-yl)-5-(1-methylethylsulfonamido)phenoxy)-3,5-dimethylphenyl)-3-(1H-imidazol-1-yl)propanamide